z-pentylmagnesium bromide C(CCCC)[Mg]Br